(S)-2-((methoxycarbonyl)amino)-3-(1-(2-(5,6,7,8-tetrahydro-1,8-naphthyridin-2-yl)ethyl)-1H-pyrazole-4-carboxamido)propionic acid COC(=O)N[C@H](C(=O)O)CNC(=O)C=1C=NN(C1)CCC1=NC=2NCCCC2C=C1